NC1=NC=NN2C1=CC=C2[C@H]2[C@@H]([C@@H]([C@@](O2)(C#N)COP(=O)(OC2=CC=CC=C2)N[C@@H](C)C(=O)OCCN(C)C)O)O 2-(dimethylamino)ethyl ((((2R,3S,4R,5S)-5-(4-aminopyrrolo[2,1-f][1,2,4]triazin-7-yl)-2-cyano-3,4-dihydroxytetrahydrofuran-2-yl)methoxy)(phenoxy)phosphoryl)-L-alaninate